8-(4-chloro-2-fluoro-phenyl)-3-methyl-6-[(2S)-2-(1-methylpyrazol-4-yl)morpholin-4-yl]-2-(trifluoromethyl)pyrimido[5,4-d]pyrimidin-4-one ClC1=CC(=C(C=C1)C1=NC(=NC2=C1N=C(N(C2=O)C)C(F)(F)F)N2C[C@@H](OCC2)C=2C=NN(C2)C)F